N1(CCC1)C=1C=CC2=C(C1)[Si]1(CCCCC1)C1=C(C23OC(C2=CC(=C(C=C23)C(=O)NCCN2C(C=CC2=O)=O)C)=O)C=CC(=C1)N1CCC1 3',7'-di(azetidin-1-yl)-N-(2-(2,5-dioxo-2,5-dihydro-1H-pyrrol-1-yl)ethyl)-5-methyl-3-oxo-3H-dispiro[isobenzofuran-1,10'-dibenzo[b,e]siline-5',1''-silinane]-6-carboxamide